Cl.N1=C(N=CC=C1)[C@@H](C)N (R)-1-(pyrimidin-2-yl)ethylamine hydrochloride